2-((4-(6-((4-Chloro-2-fluorobenzyl)oxy)-3-fluoropyridin-2-yl)piperidin-1-yl)methyl)-4-(difluoromethoxy)-1-methyl-1H-benzo[d]imidazole-6-carboxylic acid ClC1=CC(=C(COC2=CC=C(C(=N2)C2CCN(CC2)CC2=NC3=C(N2C)C=C(C=C3OC(F)F)C(=O)O)F)C=C1)F